OC(COC1=C(C=C(C(=O)[O-])C=C1)I)C 4-(2-hydroxypropoxy)-3-iodo-benzoate